2-[(tert-butoxycarbonyl)amino]-3-(trifluoromethyl)pentanoic acid C(C)(C)(C)OC(=O)NC(C(=O)O)C(CC)C(F)(F)F